(3R)-1-[5-[5-[(1R)-1-(3,5-dichloro-2-methyl-4-pyridyl)ethoxy]-6-methoxy-1H-indazol-3-yl]-2-pyridyl]pyrrolidin-3-ol ClC=1C(=NC=C(C1[C@@H](C)OC=1C=C2C(=NNC2=CC1OC)C=1C=CC(=NC1)N1C[C@@H](CC1)O)Cl)C